BrC=1C=C(C=CC1N1C(CCC1)=O)S(=O)(=O)N(C)C 3-bromo-N,N-dimethyl-4-(2-oxopyrrolidin-1-yl)benzenesulfonamide